CC=1N2C=3SC=4CC(CC4C3C(NCC2=NN1)=S)C(=O)N1CCOCC1 3-methyl-13-(morpholine-4-carbonyl)-16-thia-2,4,5,8-tetraazatetracyclo[8.6.0.02,6.011,15]Hexadeca-1(10),3,5,11(15)-tetraene-9-thione